O.O.[Ru](Cl)Cl.N1=C(C=CC=C1)C1=NC=CC=C1 (2,2'-bipyridine) ruthenium (II) dichloride dihydrate